(2-((5-iodo-2-chloropyrimidin-4-yl)amino)phenyl)methylsulfonamide IC=1C(=NC(=NC1)Cl)NC1=C(C=CC=C1)CS(=O)(=O)N